C(#N)C1(CC1)C=1C=CC(=C(C(=O)O)C1)CNC1=NN2C(C=C(C=C2)C(F)(F)F)=C1S(=O)(=O)CC 5-(1-cyanocyclopropyl)-2-[[[3-ethylsulfonyl-5-(trifluoromethyl)pyrazolo[1,5-a]pyridin-2-yl]amino]methyl]benzoic acid